C(C)(=O)OC1O[C@]([C@H]([C@H]1OC(C)=O)OCC1=CC=CC=C1)(C#C[Si](CC)(CC)CC)COCC1=CC=CC=C1 (3R,4S,5R)-4-(benzyloxy)-5-((benzyloxy) methyl)-5-((triethylsilyl)ethynyl)tetrahydrofuran-2,3-diyl diacetate